N-(4-bromo-2,5-difluorophenyl)ethanethioamide BrC1=CC(=C(C=C1F)NC(C)=S)F